C1(=CC=CC=C1)P(C1=CC=CC=C1)C(CC)(CC)P(C1=CC=CC=C1)C1=CC=CC=C1 (2S,4S)-(-)-bis(diphenylphosphino)pentane